N1CC=C2C=CC(C=C12)=O 1H-indol-6-one